(1-Methyl-1H-1,2,4-triazol-3-yl)methyl (1-((3-chloro-4-fluorophenyl) carbamoyl)-2-ethyl-2,4,5,6-tetrahydrocyclopenta[c]pyrrol-4-yl)carbamate ClC=1C=C(C=CC1F)NC(=O)C=1N(C=C2C1CCC2NC(OCC2=NN(C=N2)C)=O)CC